O[C@H]1[C@H](N(C1)C(=O)[O-])C (2R,3R)-3-hydroxy-2-methylazetidine-1-carboxylate